P(=O)(OCCCCCCCCCCC)(OCCCCCCCCCCC)OCCCCCCCCCCC triundecyl phosphate